CCCCCCCCC(CCCCCCCC)OC(CCCCCCCN(CCCCCCCC(=O)OCC(CCCCCCC)CCCC)CCCNC1=C(C(C1=O)=O)NC)=O 2-Butylnonyl 8-((8-(heptadecan-9-yloxy)-8-oxooctyl)(3-((2-(methyl amino)-3,4-dioxocyclobut-1-en-1-yl)amino)propyl)amino)octanoate